C(CCC)(=O)NC=1C=2N=CN([C@H]3[C@H](O)[C@H](O)[C@@H](CO)O3)C2N=CN1 N6-monobutyroyl-adenosine